((2R,4R)-4-(aminomethyl)-4-hydroxytetrahydro-2H-pyran-2-yl)((S)-1-(4-fluorophenyl)-3,4-dihydroisoquinolin-2(1H)-yl)methanone NC[C@@]1(C[C@@H](OCC1)C(=O)N1[C@H](C2=CC=CC=C2CC1)C1=CC=C(C=C1)F)O